(S)-2-(1-acryloylpiperidin-2-yl)-1-amino-4-(4-((4-methoxypyridin-2-yl)carbamoyl)phenyl)-1H-imidazole-5-carboxamide C(C=C)(=O)N1[C@@H](CCCC1)C=1N(C(=C(N1)C1=CC=C(C=C1)C(NC1=NC=CC(=C1)OC)=O)C(=O)N)N